2-bromo-N-phenylacrylamide BrC(C(=O)NC1=CC=CC=C1)=C